FC1=CC=C(C=C1)N1N=C(C2=CC=CC=C2C1=O)N1CC(CC1)CCS(=O)(=O)N (1-(3-(4-fluorophenyl)-4-oxo-3,4-dihydro-phthalazin-1-yl)pyrrolidin-3-yl)ethylsulphonamide